[Si](C1=CC=CC=C1)(C1=CC=CC=C1)(C(C)(C)C)OCC1CC2=C(C=C(C=C2)Cl)C=2C(=CN(C(C2)=O)C(C(=O)OC(C)(C)C)C[C@H]2OCCCC2)CO1 tert-Butyl 2-[7-({[tert-butyl(diphenyl)silyl]oxy}methyl)-11-chloro-2-oxo-7,8-dihydro-2H-[3]benzoxocino[5,6-c]pyridin-3(5H)-yl]-3-[(2S)-tetrahydro-2H-pyran-2-yl]propanoate